Sodium Monostearyl Phosphate P(=O)(OCCCCCCCCCCCCCCCCCC)([O-])[O-].[Na+].[Na+]